C(C)(C)(C)OC(=O)N1C[C@@H](N(CC1)C=1C2=C(N=CN1)N(C=C2N2CCCC2)[C@H]2[C@H]1CC[C@@H](C2)C1)C tert-butyl-(S)-4-(7-((1S,2R,4R)-bicyclo[2.2.1]heptan-2-yl)-5-(pyrrolidin-1-yl)-7H-pyrrolo[2,3-d]pyrimidin-4-yl)-3-methylpiperazine-1-carboxylate